10-Bromodecanoic acid ethyl ester C(C)OC(CCCCCCCCCBr)=O